N1C=C(C=2C1=NC=CC2)[C@]2(CNCCC2)O |r| (±)-3-(1H-Pyrrolo[2,3-b]pyridin-3-yl)-piperidin-3-ol